O=C1C2(CCN(C2)C(=O)OC(C)(C)C)CCCC1C(=O)OC O2-tert-butyl O7-methyl 6-oxo-2-azaspiro[4.5]decane-2,7-dicarboxylate